3-[(S)-Hydroxy-[3-(5-methyl-oxazol-2-yl)-phenyl]-(4-trifluoromethoxy-phenyl)-methyl]-3-methyl-azetidine-1-carboxylic acid tert-butyl ester C(C)(C)(C)OC(=O)N1CC(C1)(C)[C@](C1=CC=C(C=C1)OC(F)(F)F)(C1=CC(=CC=C1)C=1OC(=CN1)C)O